3-[2-(tert-butyldimethyl-silanyloxy)-ethoxy]-benzaldehyde C(C)(C)(C)[Si](OCCOC=1C=C(C=O)C=CC1)(C)C